FC(S(=O)(=O)OC=1CCN(CC1)C(=O)OC)(F)F methyl 4-(((trifluoromethyl)sulfonyl)oxy)-3,6-dihydropyridine-1(2H)-carboxylate